1-(4-(((6-amino-5-(3,4-dimethoxyphenyl)pyrimidin-4-yl)amino)methyl)piperidin-1-yl)prop-2-en-1-one NC1=C(C(=NC=N1)NCC1CCN(CC1)C(C=C)=O)C1=CC(=C(C=C1)OC)OC